(S)-N-(7-(2-(1-amino-2-(3,5-difluorophenyl)ethyl)-7-(tert-butyl)-4-oxoquinazolin-3(4H)-yl)-4-chloro-1-(2,2-difluoroethyl)-1H-indazol-3-yl)cyclopropanesulfonamide N[C@@H](CC1=CC(=CC(=C1)F)F)C1=NC2=CC(=CC=C2C(N1C=1C=CC(=C2C(=NN(C12)CC(F)F)NS(=O)(=O)C1CC1)Cl)=O)C(C)(C)C